1,4,7-Trimethyl-1,5,6,7-tetrahydro-2H-pyrrolo[3,4-b]pyridin-2-one Hydrochloride Cl.CN1C2=C(C(=CC1=O)C)CNC2C